C(C)C1=C(C=CC(=N1)N1C(N(C2(C1)CCN(CC2)C(=O)C2(CC2)O)CC2=CC(=CC=C2)OC)=O)C=2C=NNC2 3-(6-ethyl-5-(1H-pyrazol-4-yl)pyridin-2-yl)-8-(1-hydroxycyclopropanylcarbonyl)-1-(3-methoxybenzyl)-1,3,8-triazaspiro[4.5]decan-2-one